tert-Butyl (3R)-3-({5-[2,6-dichloro-3-(methoxycarbonyl)phenyl]-1-trityl-1H-indazol-3-yl}carbamoyl)piperidine-1-carboxylate ClC1=C(C(=CC=C1C(=O)OC)Cl)C=1C=C2C(=NN(C2=CC1)C(C1=CC=CC=C1)(C1=CC=CC=C1)C1=CC=CC=C1)NC(=O)[C@H]1CN(CCC1)C(=O)OC(C)(C)C